FC(C=1N(C(C=2NC(=NC2N1)C1=NN(C(=C1)OC1CCN(CC1)C1=CC(=CC=C1)OC)C)=O)CCC)F 2-Difluoromethyl-8-{5-[1-(3-methoxy-phenyl)-piperidin-4-yloxy]-1-methyl-1H-pyrazol-3-yl}-1-propyl-1,7-dihydro-purin-6-one